C(=O)C1=C2C=CC=[N+](C2=CC=C1)C 5-Formyl-1-methylquinolin-1-ium